N-(2'-amino-5'H-spiro[chromane-4,4'-thiazol]-6-yl)naphthalene-1-sulfonamide NC=1SCC2(N1)CCOC1=CC=C(C=C12)NS(=O)(=O)C1=CC=CC2=CC=CC=C12